1-(4-(5-(4-(4-methylpiperazin-1-yl)phenyl)-1H-pyrazolo[3,4-b]pyridin-3-yl)phenyl)cyclopropane-1-carbonitrile CN1CCN(CC1)C1=CC=C(C=C1)C=1C=C2C(=NC1)NN=C2C2=CC=C(C=C2)C2(CC2)C#N